4-((S)-4-propenoyl-2-methylpiperazin-1-yl)-6-chloro-8-fluoro-7-(2-fluoro-6-hydroxyphenyl)-1-(((S)-1-methylpyrrolidin-2-yl)methyl)-2-oxo-1,2-dihydroquinoline-3-carbonitrile C(C=C)(=O)N1C[C@@H](N(CC1)C1=C(C(N(C2=C(C(=C(C=C12)Cl)C1=C(C=CC=C1O)F)F)C[C@H]1N(CCC1)C)=O)C#N)C